CN1N=CN=C1CC(=O)N (2-methyl-1,2,4-triazol-3-yl)acetamide